N-(4-((3-chloro-2-(N-(cyclopropanecarbonyl)cyclopropanecarboxamido)pyridine-4-yl)oxy)-3-fluorophenyl)-1-(4-fluorophenyl)-6-methyl-2-oxo-1,2-dihydropyridine-3-carboxamide ClC=1C(=NC=CC1OC1=C(C=C(C=C1)NC(=O)C=1C(N(C(=CC1)C)C1=CC=C(C=C1)F)=O)F)N(C(=O)C1CC1)C(=O)C1CC1